C(C)C1CN(CC(S1)CC)C=1SC2=C(N1)C=CC=C2 2-(2,6-diethyl-4-thiomorpholinyl)benzothiazole